(1-pivaloyl)piperidin C(C(C)(C)C)(=O)N1CCCCC1